[C@@H]1(C[C@H](O)[C@@H](CO)O1)N1C(=O)N=C(N)N=C1 Deoxy-5-aza-cytidine